lithium 8-chloro-9-methyl-5,6-dihydrobenzo[f]imidazo[1,5-d][1,4]oxazepine-10-carboxylate ClC1=C(C(=CC=2C=3N(CCOC21)C=NC3)C(=O)[O-])C.[Li+]